C(C)(=O)N[C@@H]1C[C@@H](CC1)C(=O)N(C)[C@H](C(F)(F)F)C1=NC=C(C=C1)N[C@@H]1C(C2=CC=CC=C2C1)(C)C (1R,3S)-3-acetamido-N-((S)-1-(5-(((S)-1,1-dimethyl-2,3-dihydro-1H-inden-2-yl)amino)pyridin-2-yl)-2,2,2-trifluoroethyl)-N-methylcyclopentane-1-carboxamide